(1R,5S,6R)-3-azabicyclo[3.1.0]hexane-6-carboxylic acid [C@H]12CNC[C@@H]2C1C(=O)O